C(C)(C)(C)OC(=O)N1[C@H](C[C@@H](CC1)OC(C1=CC=C(C=C1)[N+](=O)[O-])=O)C(F)(F)F trans-4-((4-nitrobenzoyl)oxy)-2-(trifluoromethyl)piperidine-1-carboxylic acid tert-butyl ester